OC(=C(C(=O)[O-])O)C1=CC=CC=C1.[K+].FC1=C(C(=O)NC2=CC(=NC=C2)C(=O)N)C(=CC=C1C(F)(F)F)OC1=C(C=C(C=C1)OC(F)(F)F)OCCCCCCCCCCCCCC 4-[[2-fluoro-6-[2-(tridecylmethoxy)-4-(trifluoromethoxy)phenoxy]-3-(trifluoromethyl)benzoyl]amino]pyridine-2-carboxamide potassium dihydroxybenzeneacrylate